FC1=CC=CC=2C3CC[C@@]4(C(C[C@H](C4C3CCC12)CCC(=O)NC1=NC=CN=C1)=O)C 3-((13S,15R)-4-fluoro-13-methyl-17-oxo-7,8,9,11,12,13,14,15,16,17-decahydro-6H-cyclopenta[a]phenanthren-15-yl)-N-(pyrazin-2-yl)propanamide